N-(4-(5-(difluoromethyl)-1,3,4-oxadiazol-2-yl)benzyl)-3,4-difluoroaniline FC(C1=NN=C(O1)C1=CC=C(CNC2=CC(=C(C=C2)F)F)C=C1)F